1'-(3-((4-butoxyphenyl)sulfonyl)-6-(methylsulfinyl)quinolin-4-yl)-4-phenyl-[1,4'-bipiperidin]-4-ol C(CCC)OC1=CC=C(C=C1)S(=O)(=O)C=1C=NC2=CC=C(C=C2C1N1CCC(CC1)N1CCC(CC1)(O)C1=CC=CC=C1)S(=O)C